N-[[5-[5-(difluoromethyl)-1,3,4-oxadiazol-2-yl]-2-pyridyl]methyl]-N-(4-fluorophenyl)-1-imino-2,6-dimethyl-1-oxo-1,4-thiazinan-4-carboxamide FC(C1=NN=C(O1)C=1C=CC(=NC1)CN(C(=O)N1CC(S(C(C1)C)(=O)=N)C)C1=CC=C(C=C1)F)F